benzyl (2s)-2-(2,6-dichloro-4-((hydroxy(m-methoxyphenyl)phosphoryl)ethynyl)benzamido)-3-(3-(methylsulfonyl)phenyl)propionate ClC1=C(C(=O)N[C@H](C(=O)OCC2=CC=CC=C2)CC2=CC(=CC=C2)S(=O)(=O)C)C(=CC(=C1)C#CP(=O)(C1=CC(=CC=C1)OC)O)Cl